N(=[N+]=[N-])CCC1CN(C(O1)=O)C=1C=CC=2OCC(NC2N1)=O 6-(5-(2-azidoethyl)-2-oxoOxazolidin-3-yl)-2H-pyrido[3,2-b][1,4]Oxazin-3(4H)-one